CCO[Si](CCCCC1CO1)(OCC)OCC 5,6-EPOXYHEXYLTRIETHOXYSILANE